(4-(3-chloropropoxy)-3-fluorophenylethyl)carbamic acid tert-butyl ester C(C)(C)(C)OC(NCCC1=CC(=C(C=C1)OCCCCl)F)=O